C1(=CC=CC=C1)N(C(=O)N1[C@H]2[C@H](N(C[C@@H]1CC2)C(=O)OC2=CC=CC=C2)C(=O)O)C2=CC=CC=C2 (1R,2S,5S)-8-(diphenylcarbamoyl)-3-(phenoxycarbonyl)-3,8-diazabicyclo[3.2.1]octane-2-carboxylic acid